(3S)-7-oxo-octahydroindolizine-3-carboxylic acid methyl ester COC(=O)[C@@H]1CCC2CC(CCN12)=O